C(C)(C)(C)OC([C@@H](C([2H])([2H])C=1C=C(C=CC1)CC(=O)O)[C@@H]1CN(CC1)C(=O)OC(C)(C)C)=O 2-{3-[(2S)-3-(tert-butoxy)-2-[(3R)-1-[(tert-butoxy)carbonyl]pyrrolidin-3-yl]-3-oxo(1,1-2H2)propyl]phenyl}acetic acid